4-(3-Methyl-7-(1-methyl-1H-pyrazol-4-yl)-1-(2-(methylsulfonyl)-2-azaspiro[3.5]nonan-7-yl)-2-oxo-1,2,3,6-tetrahydroimidazo[4,5-d]pyrrolo[2,3-b]pyridin-8-yl)benzonitrile CN1C(N(C2=C3C(=NC=C21)NC(=C3C3=CC=C(C#N)C=C3)C=3C=NN(C3)C)C3CCC2(CN(C2)S(=O)(=O)C)CC3)=O